ethyl 4-bromo-5-ethyl-1-methyl-1H-pyrazole-3-carboxylate BrC=1C(=NN(C1CC)C)C(=O)OCC